(2-methyl-8-(trifluoromethyl)imidazo[1,2-a]pyridin-6-yl)boronic acid CC=1N=C2N(C=C(C=C2C(F)(F)F)B(O)O)C1